COC=1C=C(N)C=CC1OC1CC(C1)N1CCOCC1 3-methoxy-4-((1r,3r)-3-morpholinocyclobutoxy)aniline